C(CC=C)C1=C(C=CC(=C1)F)NC1=CN=C(C=C1C(=O)OC)C(F)(F)F methyl 5-((2-(but-3-en-1-yl)-4-fluorophenyl)amino)-2-(trifluoromethyl)isonicotinate